tert-butyl 4-(4-bromo-3-methoxy-1H-pyrazol-1-yl)piperidine-1-carboxylate BrC=1C(=NN(C1)C1CCN(CC1)C(=O)OC(C)(C)C)OC